OCC(C(=O)N)(C)C 3-hydroxy-2,2-dimethylpropionamide